C(#N)COC(\C=C\C1=CC(=C(C=C1)O)O)=O.C(C)C1(COC1)CCC(CCCC)CC 3-ethyl-3-(2-ethylhexylmethyl)oxetane Cyanomethyl-(E)-3-(3,4-dihydroxyphenyl)acrylate